C(C1=CC=CC=C1)OC1=CC(=C(C(=C1)C#C)C=1COCC1)Br 3-(4-(benzyloxy)-2-bromo-6-ethynylphenyl)-2,5-dihydrofuran